2-(5,6-Difluoro-1H-indol-3-yl)-N-ethyl-N-methyl-2-oxoacetamide FC=1C=C2C(=CNC2=CC1F)C(C(=O)N(C)CC)=O